[(3-chloro-2-methylphenyl)amino]-2-(3-{2-[1-(difluoromethyl)cyclopropyl]ethynyl}pyridin-4-yl)-1H,5H,6H,7H-pyrrolo[3,2-c]pyridin-4-one ClC=1C(=C(C=CC1)NN1C(=CC=2C(NCCC21)=O)C2=C(C=NC=C2)C#CC2(CC2)C(F)F)C